3-((5-chloro-2-((4-(4-methyl-piperazin-1-yl)-2-(trifluorometh-oxy)phenyl)amino)pyrimidin-4-yl)amino)thiophene-2-carboxamide ClC=1C(=NC(=NC1)NC1=C(C=C(C=C1)N1CCN(CC1)C)OC(F)(F)F)NC1=C(SC=C1)C(=O)N